C(C)(C)(C)NS(=O)(=O)C=1C=C(C=CC1)NC(C1=C(C=C(C=C1)NS(=O)(=O)C(CO)C)N1CCC2(CC2)CC1)=O N-(3-(N-(tert-butyl)sulfamoyl)phenyl)-4-((2-hydroxy-1-methylethyl)sulfonamido)-2-(6-azaspiro[2.5]octan-6-yl)benzamide